ClC1=CC=C(C=N1)S(=O)(=O)NC(=O)C=1NC2=CC=C(C=C2C1)OC1=CC(=C(C=C1)Cl)Cl N-((6-chloropyridin-3-yl)sulfonyl)-5-(3,4-dichlorophenoxy)-1H-indole-2-carboxamide